1-cyano-2-methylpropan-2-yl 4-bromo-2,6-dimethyl-7-oxo-6,7-dihydro-1H-pyrrolo[2,3-c]pyridine-3-carboxylate BrC=1C2=C(C(N(C1)C)=O)NC(=C2C(=O)OC(CC#N)(C)C)C